N1C(=NC2=C1C=CC=C2)CN(C(OC(C)(C)C)=O)CCC=2SC=C(N2)C(NCC2=NC=C(C=C2F)F)=O Tert-butyl N-(1H-1,3-benzodiazol-2-ylmethyl)-N-[2-(4-{[(3,5-difluoropyridin-2-yl)methyl] carbamoyl}-1,3-thiazol-2-yl)ethyl]carbamate